4-(chloromethyl)-3-iodo-1,5-dimethyl-pyrazole ClCC=1C(=NN(C1C)C)I